NC1=CC(=NC(=C1)NC1=C(C=CC=C1)F)C(=O)N(C)C1CC2=CC=CC=C2C1 4-Amino-N-(2,3-dihydro-1H-inden-2-yl)-6-((2-fluorophenyl)amino)-N-methylpicolinamide